CC1=NNC=C1 3-methyl-pyrazole